N-(1-methyl-6-(N-(1-methylcyclopropyl)sulfamoyl)-2,4-dioxo-1,4-dihydroquinazolin-3(2H)-yl)bicyclo[1.1.0]butane-1-carboxamide CN1C(N(C(C2=CC(=CC=C12)S(NC1(CC1)C)(=O)=O)=O)NC(=O)C12CC2C1)=O